BrC=1C(=C(OC2CN(C2)C(=O)OC(C)(C)C)C=CC1)Cl tert-Butyl 3-(3-bromo-2-chloro-phenoxy)azetidine-1-carboxylate